ClC1=C(C=2N=CN=C(C2C=N1)N1CC2CCC(C1)N2C(=O)OC(C)(C)C)F tert-butyl 3-(7-chloro-8-fluoropyrido[4,3-d]pyrimidin-4-yl)-3,8-diazabicyclo[3.2.1]octane-8-carboxylate